1'-(8-((2-amino-3-chloropyridin-4-yl)thio)imidazo[1,2-c]pyrimidin-5-yl)-5,7-dihydrospiro[cyclopenta[c]pyridin-6,4'-piperidin]-5-amine NC1=NC=CC(=C1Cl)SC=1C=2N(C(=NC1)N1CCC3(CC1)C(C1=C(C=NC=C1)C3)N)C=CN2